C(CCCCCCCCCC=CCCCCCCCC)(=O)OCCCCCCCCCCCCCCCCCCCCCCCCCCCCCCCCCCO 34-hydroxytetratriacontyl eicos-11-enoate